ClC=1N=NC(=CC1[C@@H]1[C@H](C1)CC(F)(F)F)C=1C(=NC(=NC1)OC)OC 3-Chloro-6-(2,4-dimethoxypyrimidin-5-yl)-4-((1S,2R)-2-(2,2,2-trifluoroethyl)cyclopropyl)Pyridazine